O=C1OCC2=CC(=CC=C12)C1N(CCC1)C(=O)OC(C)(C)C tert-Butyl 2-(1-oxo-1,3-dihydroisobenzofuran-5-yl)pyrrolidine-1-carboxylate